[4-(4-fluorophenyl)-7-hydroxy-3-isopropyl-2-quinolinyl]azetidine-3-carboxylic acid methyl ester COC(=O)C1CN(C1)C1=NC2=CC(=CC=C2C(=C1C(C)C)C1=CC=C(C=C1)F)O